7-(2-methoxyethoxy)-4-((3-((trimethylsilyl)ethynyl)phenyl)amino)quinazolin-6-ol COCCOC1=C(C=C2C(=NC=NC2=C1)NC1=CC(=CC=C1)C#C[Si](C)(C)C)O